tin trichloroacetate ClC(C(=O)[O-])(Cl)Cl.[Sn+4].ClC(C(=O)[O-])(Cl)Cl.ClC(C(=O)[O-])(Cl)Cl.ClC(C(=O)[O-])(Cl)Cl